CC1C(CC(C(C1)C(=O)OCC)=O)C1=C2C=NN(C2=CC=C1C)C1OCCCC1 ethyl 5-methyl-4-(5-methyl-1-(tetrahydro-2H-pyran-2-yl)-1H-indazol-4-yl)-2-oxocyclohexane-1-carboxylate